N1N=C(C2=CC=CC=C12)C1=NC=2C(=NC=CC2)N1 2-(1H-indazol-3-yl)-3H-imidazo[4,5-B]pyridine